CON(C1=CC=CC(=C1)[N+](=O)[O-])OC dimethoxy-5-nitroaniline